3-[6-(difluoromethyl)-5-(8-methoxyimidazo[1,2-a]pyridin-6-yl)-2-pyridinyl]-3,9-diazaspiro[5.5]undecane FC(C1=C(C=CC(=N1)N1CCC2(CC1)CCNCC2)C=2C=C(C=1N(C2)C=CN1)OC)F